C(C)(C)(C)OC(=O)N[C@@H]1[C@H](CCC[C@@H]1O[Si](C1=CC=CC=C1)(C1=CC=CC=C1)C(C)(C)C)C(=O)OC |o1:8,9,13| methyl (1S,2R,3S)-rel-2-((tert-butoxycarbonyl)amino)-3-((tert-butyldiphenylsilyl)oxy)cyclohexane-1-carboxylate